ClC=1C=NC=C(C1)OCC 3-chloro-5-ethoxypyridin